2-(4-(1H-indole-2-carbonyl)piperazin-1-yl)-N-((1s,4s)-4-hydroxycyclohexyl)-2-oxoacetamide N1C(=CC2=CC=CC=C12)C(=O)N1CCN(CC1)C(C(=O)NC1CCC(CC1)O)=O